3-(5-cyano-4-(2-methoxyethoxy)pyridin-2-yl)-1-(6-formyl-5-((4-methyl-2-oxopiperazin-1-yl)methyl)pyridin-2-yl)-1-methylurea C(#N)C=1C(=CC(=NC1)NC(N(C)C1=NC(=C(C=C1)CN1C(CN(CC1)C)=O)C=O)=O)OCCOC